diisodecyl adipate (diisodecyl adipate) C(CCCCCCC(C)C)C(C(=O)O)(CCCC(=O)O)CCCCCCCC(C)C.C(CCCCC(=O)OCCCCCCCC(C)C)(=O)OCCCCCCCC(C)C